(R)-2,2-Dimethyl-4,8-dioxo-5-(4,7,10-tris(2-(tert-butoxy)-2-oxoethyl)-1,4,7,10-tetraazacyclododecan-1-yl)-3,12,15,18,21-pentaoxa-9-azatetracosan-24-oic acid CC(C)(OC([C@@H](CCC(NCCOCCOCCOCCOCCC(=O)O)=O)N1CCN(CCN(CCN(CC1)CC(OC(C)(C)C)=O)CC(OC(C)(C)C)=O)CC(=O)OC(C)(C)C)=O)C